2-benzyl 1-(tert-butyl) (2R,3S,3aR,6aS)-3-(benzylamino)hexahydro-1H-furo[3,4-b]pyrrole-1,2-dicarboxylate C(C1=CC=CC=C1)N[C@H]1[C@@H]2[C@H](N([C@H]1C(=O)OCC1=CC=CC=C1)C(=O)OC(C)(C)C)COC2